S1C(SCCC1)OC(C1=CC=CC=C1)=O.NC1=NC(N(C=C1)[C@@H]1O[C@]([C@@H](C1)OC(C1=CC=CC=C1)(C1=CC=CC=C1)C1=CC=C(C=C1)OC)(CCl)CO[Si](C)(C)C(C)(C)C)=O 4-amino-1-[(2R,4R,5R)-5-{[(tert-butyldimethylsilyl)oxy]methyl}-5-(chloromethyl)-4-[(4-methoxyphenyl)diphenylmethoxy]oxolan-2-yl]pyrimidin-2-one (1,3-dithian-2-yl)benzoate